CN1N=C(C(=C1)C1=CC=NC=C1)C1=CC=C(OCC2=NC3=CC=CC=C3C=C2C(=O)O)C=C1 2-[[4-[1-methyl-4-(4-pyridinyl)pyrazol-3-yl]phenoxy]methyl]quinoline-3-carboxylic acid